C(C)(C)(C)OC(NC=1C(NC(NN1)=O)=O)=O 3,5-dioxo-2,3,4,5-tetrahydro-1,2,4-triazin-6-yl-carbamic acid tert-butyl ester